FC(C(=O)O)(F)F.FC1=C(C(=O)N2CCC(CC2)C=2C(=CC(=NC2)N)OC)C=CC(=C1)OCCC 5-[1-(2-fluoro-4-propoxybenzoyl)piperidin-4-yl]-4-methoxypyridin-2-amine trifluoroacetate